CC=1C(=C(C(=O)OCCCCCCN2N=CC(=C2)C2=NC3=CC=CC=C3N=C2)C=CC1)NC(C)C=1C=C(C=C2C(N(C(=NC12)N1CCOCC1)C)=O)Cl 6-(4-(quinoxalin-2-yl)-1H-pyrazol-1-yl)hexan-1-ol methyl-2-[1-(6-chloro-3-methyl-2-morpholino-4-oxo-quinazolin-8-yl)ethylamino]benzoate